4-(4-((4-ethylpiperazin-1-yl)methyl)phenylamino)-2-phenylpyrimidino[4,5-d]pyridazin-5(6H)-one C(C)N1CCN(CC1)CC1=CC=C(C=C1)NC1=NC(=NC=2C=NNC(C21)=O)C2=CC=CC=C2